C(C)(C)OC([C@@H](NC(CCCCCCCCC)=O)C)=O N-decanoyl-alanine isopropyl ester